ethyl 3-((6-cyano-4-(((2R,4R)-2-methyltetrahydro-2H-pyran-4-yl)amino)quinolin-3-yl)amino)-3-oxopropanoate C(#N)C=1C=C2C(=C(C=NC2=CC1)NC(CC(=O)OCC)=O)N[C@H]1C[C@H](OCC1)C